C(C1=CC=CC=C1)C1C=CC2=CC=CC=C12 1-Benzyl-1H-inden